(3aR,5s,6aS)-N-(6-(4-Methyl-2-(methyl-d3)-2H-indazol-5-yl)pyridazin-3-yl)-2-((tetrahydro-2H-pyran-4-yl)methyl-d2)octahydrocyclopenta[c]pyrrol-5-amine CC=1C2=CN(N=C2C=CC1C1=CC=C(N=N1)NC1C[C@@H]2[C@@H](CN(C2)C([2H])([2H])C2CCOCC2)C1)C([2H])([2H])[2H]